COC1=C(C=C(C(=C1)[C@@H]1C[C@H](C1)C(F)(F)F)C)N1C(C=CC2=CC(=CC=C12)S(=O)(=O)NC1=NC=CC=N1)=O TRANS-(P)-1-(2-METHOXY-5-METHYL-4-(3-(TRIFLUOROMETHYL)CYCLOBUTYL)PHENYL)-2-OXO-N-(PYRIMIDIN-2-YL)-1,2-DIHYDROQUINOLINE-6-SULFONAMIDE